NCC[Si](O[Si](CCN)(C)C)(C)C 1,3-bis(2-aminoethyl)tetramethyldisiloxane